2-hydroxyethyl 4-(4,8-dimethylnonyl)cyclohexanecarboxylate CC(CCCC1CCC(CC1)C(=O)OCCO)CCCC(C)C